FC1=C(C=C(C=C1)CC(=O)OC)OC(F)(F)F methyl 2-[4-fluoro-3-(trifluoromethoxy) phenyl]Acetate